C(C1=CC=CC=C1)(=O)C1C2=C(SC1(C)CC1COC3=CC=CC=C3C1=O)C=CC=C2 3-((3-benzoyl-2-methyl-2,3-dihydrobenzo[b]thiophen-2-yl)methyl)chroman-4-one